OC1=C(C(=CC=C1)O)C=1C2=CC=C(N2)C(=C2C=CC(C(=C3C=CC(=C(C=4C=CC1N4)C4=C(C=CC=C4O)O)N3)C3=C(C=CC=C3O)O)=N2)C2=C(C=CC=C2O)O 5,10,15,20-tetrakis(2',6'-dihydroxyphenyl)-porphyrin